ClC=1C=NC=2N(C1)N=CC2C=2C=C(N)C=CC2 3-(6-chloropyrazolo[1,5-a]pyrimidin-3-yl)aniline